N-(2-((1S,4S)-2-oxa-5-azabicyclo[2.2.1]heptan-5-yl)-4-methoxy-5-((6-((R)-3-(3-(trifluoromethyl)phenyl)isooxazolidin-2-yl)pyrimidin-4-yl)amino)phenyl)acrylamide [C@@H]12OC[C@@H](N(C1)C1=C(C=C(C(=C1)OC)NC1=NC=NC(=C1)N1OCC[C@@H]1C1=CC(=CC=C1)C(F)(F)F)NC(C=C)=O)C2